C(C)N(C)\C=N\C1=CC(=C(C(=O)NC2=CC=CC=C2)C=C1C)C (E)-4-(((ethyl(methyl)amino)methylene)amino)-2,5-dimethyl-N-phenylbenzamide